C(C)(C)C1=C(C(=CC=C1)C(C)C)NC(=O)NS(=O)(=O)C=CC1NCCC1 N-((2,6-diisopropylphenyl)carbamoyl)-2-(pyrrolidin-2-yl)vinylsulfonamide